NC1=CC(=NN1C(CC)=O)COC 1-(5-amino-3-(methoxymethyl)-1H-pyrazol-1-yl)propan-1-one